5-Amino-3-[6-[2-[[3-(2,2-dimethylpropyl)isoxazol-5-yl]amino]-2-oxo-ethyl]-3-pyridyl]-1-isopropyl-pyrazole-4-carboxamide NC1=C(C(=NN1C(C)C)C=1C=NC(=CC1)CC(=O)NC1=CC(=NO1)CC(C)(C)C)C(=O)N